ClC1=CC=C(C=N1)NC1=NC(=NN1C)C1=CC=C(C(=O)NCC(F)(F)F)C=C1 4-(5-((6-chloropyridin-3-yl)amino)-1-methyl-1H-1,2,4-triazol-3-yl)-N-(2,2,2-trifluoroethyl)benzamide